IC(CC)(CCC)CC 3-iodo-3-ethylhexane